4-bromo-2-hydroxy-benzaldehyde BrC1=CC(=C(C=O)C=C1)O